[Ru].C1=CC=CCC1 (1,3-cyclohexadiene) ruthenium